C(=O)(O)[La] carboxyl-lanthanum